Cl.COC(C(=O)O)CC 2-methoxybutyrate hydrochloride